5-(2,4-difluoro-phenyl)-isoxazole-3-carboxylic acid [(3S,4S)-1-cyclopropylmethyl-3-((S)-2-pyrimidin-2-yl-pyrrolidine-1-carbonyl)-piperidin-4-yl]-amide C1(CC1)CN1C[C@@H]([C@H](CC1)NC(=O)C1=NOC(=C1)C1=C(C=C(C=C1)F)F)C(=O)N1[C@@H](CCC1)C1=NC=CC=N1